C(C)(C)(C)OC(CCNC1=CC(=CC=C1)Br)=O 3-(3-bromoanilino)propionic acid tert-butyl ester